2-((2R)-1-((4-carboxyphenyl)amino)-3-(2-methylcyclopropyl)-1-oxopropan-2-yl)-5-(3-chloro-6-(difluoromethyl)-2-fluorophenyl)pyridine 1-oxide C(=O)(O)C1=CC=C(C=C1)NC([C@H](CC1C(C1)C)C1=[N+](C=C(C=C1)C1=C(C(=CC=C1C(F)F)Cl)F)[O-])=O